ClC=1N=NN(C1COC1=CC=C(N=N1)N1CCNCC1)C1=CC=C(C=C1)Cl 4-(6-((4-chloro-1-(4-chlorophenyl)-1H-1,2,3-triazol-5-yl)methoxy)pyridazin-3-yl)piperazine